Cl.C(C1=CC=CC=C1)OC(=O)C=1N(C=CC1C1=CC(=CC(=C1)OCC1=CC=CC=C1)[C@@H](C)N)C [3-[(1R)-1-aminoethyl]-5-benzyloxy-phenyl]-1-methyl-pyrrole-2-carboxylic acid benzyl ester hydrochloride